ClC1=NC2=CC=C(C=C2C(=N1)NCC1(CC1)NC(OC(C)(C)C)=O)C tert-Butyl (1-{[(2-chloro-6-methylquinazolin-4-yl)amino]methyl}cyclopropyl)carbamate